FC(C1=CC=C2C(=CC=NC2=C1)NC[C@@H]1CC[C@H](CC1)C(=O)N1CCOCC1)(F)F trans-N-{4-{[(7-trifluoromethylquinolin-4-yl)amino]methyl}cyclohexyl}formyl-morpholine